FCC(CN(CCC(C(=O)O)NC(C(C)N1C(C2=CC=CC=C2CC1)=O)=O)CCCCC1=NC=2NCCCC2C=C1)OC 4-[[3-fluoro-2-methoxy-propyl]-[4-(5,6,7,8-tetrahydro-1,8-naphthyridin-2-yl)butyl]amino]-2-[[2-(1-oxo-3,4-dihydroisoquinolin-2-yl)propanoyl]amino]butanoic acid